5-(8-((1S,2S)-2-(3,3-dimethyl-2-oxo-1-(2,2,2-trifluoroethyl)indolin-6-yl)cyclopropyl)imidazo[1,2-b]pyridazin-6-yl)pyrimidine-2,4(1H,3H)-dione CC1(C(N(C2=CC(=CC=C12)[C@@H]1[C@H](C1)C=1C=2N(N=C(C1)C=1C(NC(NC1)=O)=O)C=CN2)CC(F)(F)F)=O)C